C(C)N1C=NC=C1CNC=1C=C(C(=O)O)C=CC1.ClCC(=O)N (2-chloroacetamide) 3-((1-ethyl-1H-imidazol-5-yl)methyl)aminobenzoate